5-(4-(chloromethyl)-2-methoxybenzyl)-N4-pentyl-5H-pyrrolo[3,2-d]pyrimidine-2,4-diamine ClCC1=CC(=C(CN2C=CC=3N=C(N=C(C32)NCCCCC)N)C=C1)OC